5-(4-bromophenyl)-4-(2-((5-bromopyrimidin-2-yl)oxy)ethoxy)-6-fluoropyrimidine BrC1=CC=C(C=C1)C=1C(=NC=NC1F)OCCOC1=NC=C(C=N1)Br